ClC=1C=CC=C2C(=NN(C12)C=1C=NC(=CC1)F)C=1C2=CN(N=C2C=CC1)C 7-chloro-1-(6-fluoropyridin-3-yl)-2'-methyl-1H,2'H-3,4'-biindazole